FC(CN1C[C@@H](N(CC1)CC1=C2C=CNC2=C(C=C1OC)C)C1=CC(=C(C(=O)O)C=C1)CC)F (S)-4-(4-(2,2-Difluoroethyl)-1-((5-methoxy-7-methyl-1H-indol-4-yl)methyl)piperazin-2-yl)-2-ethylbenzoic acid